2-[1-(4-methylphenyl)-1H-pyrazol-4-yl]-N-(piperidin-4-yl)-N-(propan-2-yl)-1,3-thiazole-4-carboxamide CC1=CC=C(C=C1)N1N=CC(=C1)C=1SC=C(N1)C(=O)N(C(C)C)C1CCNCC1